OC1=CC(NC(=C1)CC1=CC(=CC=C1)OC)=O 4-hydroxy-6-(3-methoxybenzyl)pyridin-2(1H)-one